NC1=NNC2=CC(=CC=C12)C=1C(=C(C=CC1F)NS(=O)(=O)C=1C(=NC=C(C1)Cl)OC)F N-[3-(3-amino-1H-indazol-6-yl)-2,4-difluorophenyl]-5-chloro-2-methoxypyridine-3-sulfonamide